5-Nitro-1-[(tetrahydrofuran-3-yl)methyl]indole-6-carboxylic acid methyl ester COC(=O)C1=C(C=C2C=CN(C2=C1)CC1COCC1)[N+](=O)[O-]